(2S,4R)-allyl 4-(2-((1R,3R)-3-((2S,3S)-N,3-dimethyl-2-((R)-1-methylpiperidine-2-carboxamido)pentanamido)-1-ethoxy-4-methylpentyl)thiazole-4-carboxamido)-2-methyl-5-phenylpentanoate CN(C([C@H]([C@H](CC)C)NC(=O)[C@@H]1N(CCCC1)C)=O)[C@H](C[C@@H](OCC)C=1SC=C(N1)C(=O)N[C@H](C[C@@H](C(=O)OCC=C)C)CC1=CC=CC=C1)C(C)C